allyl-(diacetoxy)methylsilane C(C=C)[SiH2]C(OC(C)=O)OC(C)=O